2-(4-(4-(2,4-dioxotetrahydropyrimidin-1(2H)-yl)-2-((methylsulfonyl)oxy)phenyl)piperidin-1-yl)acetic acid O=C1N(CCC(N1)=O)C1=CC(=C(C=C1)C1CCN(CC1)CC(=O)O)OS(=O)(=O)C